(R)-(3-methylpyrrolidin-3-yl)carbamic acid tert-butyl ester C(C)(C)(C)OC(N[C@]1(CNCC1)C)=O